COC1=CC(=C(C(=O)OC)C=C1OC)NS(=O)(=O)C1=CC=C(C=C1)C methyl 4,5-dimethoxy-2-((4-methylphenyl)sulfonamido)benzoate